C(#N)C=1OC2=C(C1C#CCN(C(OC(C)(C)C)=O)C1=CC=CC=C1)C=C(C=C2)NC2CC1CCC(C2)N1C tert-butyl N-{3-[2-cyano-5-({8-methyl-8-azabicyclo[3.2.1]octan-3-yl}amino)-1-benzofuran-3-yl]prop-2-yn-1-yl}-N-phenylcarbamate